ClC1=C(C=C(C=C1)N1CC2(C3=NC=CC=C31)CC(C2)(F)F)F 1'-(4-chloro-3-fluorophenyl)-3,3-difluoro-1',2'-dihydrospiro[cyclobutane-1,3'-pyrrolo[3,2-b]pyridine]